(2-Amino-4-bromo-5-chloro-3-fluorophenyl)(piperazin-1-yl)methanone NC1=C(C=C(C(=C1F)Br)Cl)C(=O)N1CCNCC1